tert-butyl (R)-(3-methylpyrrolidin-3-yl)carbamate C[C@@]1(CNCC1)NC(OC(C)(C)C)=O